Butyl ((5-methyl-6-((1-(naphthalen-1-yl)cyclopropyl)carbamoyl)-1H-indol-2-yl)methyl)carbamate CC=1C=C2C=C(NC2=CC1C(NC1(CC1)C1=CC=CC2=CC=CC=C12)=O)CNC(OCCCC)=O